2H-Spiro[naphthalene-1,2'-pyrrolidine]-2,5'-dione N1C2(CCC1=O)C(C=CC1=CC=CC=C12)=O